C(C)ONC(C1=CN=C(C=C1NC1=C(C(=CC=C1)C1=NC=C(C=N1)C)OC)NC1=NC=CC=N1)=O N-ethoxy-4-((2-methoxy-3-(5-methyl-pyrimidin-2-yl)phenyl)amino)-6-(pyrimidin-2-yl-amino)nicotinamide